bis(p-tolyl)methylene(cyclopentadienyl)(1,1,4,4,7,7,10,10-octamethyl-1,2,3,4,7,8,9,10-octahydrodibenz(b,h)-fluorenyl)zirconium dichloride [Cl-].[Cl-].C1(=CC=C(C=C1)C(=[Zr+2](C1C(C2=C(C=C3C=4C=C5C(=CC4CC3=C2)C(CCC5(C)C)(C)C)C(C1)(C)C)(C)C)C1C=CC=C1)C1=CC=C(C=C1)C)C